racemic-methyl (3S,4R)-3-amino-4-((6-(2,6-dichloro-3,5-dimethoxyphenyl)quinazolin-2-yl)amino)cyclopentane-1-carboxylate N[C@H]1C[C@H](C[C@H]1NC1=NC2=CC=C(C=C2C=N1)C1=C(C(=CC(=C1Cl)OC)OC)Cl)C(=O)OC |&1:3|